ClCC(C1CO1)CCl 3,3-bis-chloromethyl propylene oxide